FC=1C=C(C=CC1CN1CCN(CC1)C1=CC=C(C=C1)[C@H]1[C@H](CCC2=CC(=CC=C12)O)C1=CC=CC=C1)N1C(NC(CC1)=O)=O 1-(3-Fluoro-4-((4-(4-((1R,2S)-6-hydroxy-2-phenyl-1,2,3,4-tetrahydronaphthalen-1-yl)phenyl)piperazin-1-yl)methyl)phenyl)dihydropyrimidine-2,4(1H,3H)-dione